C1CCC2=C(C=3CCCC3C=C12)NC(=O)N=[S@](=O)(N)C1=CC=C(C=C1)CNC (R)-N'-((1,2,3,5,6,7-hexahydro-s-indacen-4-yl)carbamoyl)-4-((methyl-amino)methyl)benzene-sulfonimidamide